perfluoropropyl-trichlorosilane FC(C(C(F)(F)F)(F)F)([Si](Cl)(Cl)Cl)F